CC12C(C(C(CC1)C2)C(=O)O)C(=O)O methylnorbornane-2,3-dicarboxylic acid